(3R)-7-Cyclopropyl-2,2-dimethyl-6-[(1-naphthyl)methyl]-4-oxo-1-thia-3a-aza-3-indancarboxylic acid C1(CC1)C=1C(=CC(N2[C@@H](C(SC12)(C)C)C(=O)O)=O)CC1=CC=CC2=CC=CC=C12